(2S,4r)-1-[(2S)-2-(4-cyclopropyl-triazol-1-yl)-3,3-dimethyl-butyryl]-4-hydroxy-N-(5-methyl-2-oxo-1-phenyl-pyrrolidin-3-yl)pyrrolidine-2-carboxamide C1(CC1)C=1N=NN(C1)[C@H](C(=O)N1[C@@H](C[C@H](C1)O)C(=O)NC1C(N(C(C1)C)C1=CC=CC=C1)=O)C(C)(C)C